(3S)-3-(5-Fluoro-3-pyridyl)isoxazolidine FC=1C=C(C=NC1)[C@H]1NOCC1